COC1=C2C=C(NC2=CC=C1)C(=O)N1[C@@H]([C@H]2CCCC[C@H]2C1)C(=O)O |o1:14,15,20| Rel-(1S,3aR,7aS)-2-(4-methoxy-1H-indole-2-carbonyl)octahydro-1H-isoindole-1-carboxylic acid